benzyl-2-phenyl-4-(trifluoromethyl)-2,3-dihydropyrrole C(C1=CC=CC=C1)C1(NC=C(C1)C(F)(F)F)C1=CC=CC=C1